6-iodo-3-(2H-isoindol-2-yl)isoquinoline IC=1C=C2C=C(N=CC2=CC1)N1C=C2C=CC=CC2=C1